O=C1[C@H](N2CC[C@@H]1C2)COP(=O)(OC2=CC=CC=C2)N[C@@H](C)C(=O)OC(C)C isopropyl ((((1S,2R,4R)-3-oxo-1-azabicyclo[2.2.1]heptan-2-yl)methoxy)(phenoxy)phosphoryl)-L-alaninate